2-(3,8-diazabicyclo[3.2.1]octan-3-yl)-N-(1-((1S,2R)-2-fluorocyclopropyl)-2-oxo-1,2-dihydropyridin-3-yl)-5-isopropoxybenzo[d]thiazole-6-carboxamide C12CN(CC(CC1)N2)C=2SC1=C(N2)C=C(C(=C1)C(=O)NC=1C(N(C=CC1)[C@@H]1[C@@H](C1)F)=O)OC(C)C